4-((2,5-dimethyl-4,5-dihydropyrazolo[1,5-a]quinoxalin-6-yl-4,4-d2)amino)-N-(methyl-d3)pyridazine-3-carboxamide CC1=NN2C(C(N(C3=C(C=CC=C23)NC2=C(N=NC=C2)C(=O)NC([2H])([2H])[2H])C)([2H])[2H])=C1